C(C)(C)(C)OC(=O)N1[C@@H](CCCC1)C=1NC(=C(N1)C1=CC=C(C=C1)C(NC1=NC=CC(=C1)CC)=O)C(=O)OCC (S)-2-(5-(ethoxycarbonyl)-4-(4-((4-ethylpyridin-2-yl)carbamoyl)phenyl)-1H-imidazol-2-yl)piperidine-1-carboxylic acid tert-butyl ester